1-(5-Fluoropyridin-2-yl)piperazine methyl-(3aR,5R,6R,6aR)-6-bromo-2-oxohexahydro-2H-cyclopenta[d]oxazole-5-carboxylate COC(=O)[C@@H]1[C@H]([C@H]2[C@H](NC(O2)=O)C1)Br.FC=1C=CC(=NC1)N1CCNCC1